6-cyano-2-((3-sulfamoylpropyl)amino)quinazolin C(#N)C=1C=C2C=NC(=NC2=CC1)NCCCS(N)(=O)=O